CN(C1CCN(CC1)C1=CC(=C(C=C1)N1C(=NC(=C1)C1=NC(=NC=C1C(F)(F)F)NC1CCN(CC1)S(=O)(=O)C)C)F)C (1-(4-(4-(dimethylamino)piperidin-1-yl)-2-fluorophenyl)-2-methyl-1H-imidazol-4-yl)-N-(1-(methylsulfonyl)piperidin-4-yl)-5-(trifluoromethyl)pyrimidin-2-amine